1,2-di-O-phytyl-sn-glycero-3-phosphate C(\C=C(/C)\CCC[C@H](C)CCC[C@H](C)CCCC(C)C)OC[C@@H](OC\C=C(/C)\CCC[C@H](C)CCC[C@H](C)CCCC(C)C)COP(=O)(O)O